carbamic acid tert-butyl ester trifluoroacetate salt FC(C(=O)O)(F)F.C(C)(C)(C)OC(N)=O